tert-Butyl (4-hydroxy-4-(1H-1,2,3-triazol-5-yl)cyclohexyl)carbamate OC1(CCC(CC1)NC(OC(C)(C)C)=O)C1=CN=NN1